C(=O)O.ClC=1C=C(C=CC1C(=O)N1CC(C1)C(=O)N1CCNCC1)NC(=O)C=1N(C(=CN1)C1=C(C(=C(C=C1)OC)F)F)C N-[3-chloro-4-[3-(piperazine-1-carbonyl)azetidine-1-carbonyl]phenyl]-5-(2,3-difluoro-4-methoxy-phenyl)-1-methyl-imidazole-2-carboxamide formate